NC1=NC2=C(N1)C=C(C=C2)C2=NC1=CC=CC=C1C(N2)=O (2-amino-1H-benzo[d]imidazol-6-yl)quinazolin-4(3H)-one